2-(4-nitrophenyl)butyric acid [N+](=O)([O-])C1=CC=C(C=C1)C(C(=O)O)CC